COC1=C(C=C2C(=NC=NC2=C1)C=1C(=NN(C1)C)C1=CC=CC=C1)C1=CNCCO1 6-(7-Methoxy-4-(1-methyl-3-phenyl-1H-pyrazol-4-yl)quinazolin-6-yl)-3,4-dihydro-2H-1,4-oxazine